{4-[(4-Chlorophenylamino)methyl]-2-fluorophenyl}carbamic acid ethyl ester C(C)OC(NC1=C(C=C(C=C1)CNC1=CC=C(C=C1)Cl)F)=O